5-chloro-3-(1-cyclopropylcyclopropyl)-7-(cyclopropylmethyl)-6-methyl-[1,2,4]triazolo[4,3-a]pyrazin-8-one ClC1=C(N(C(C=2N1C(=NN2)C2(CC2)C2CC2)=O)CC2CC2)C